BrC=1C=CC=C2C(=NN(C12)C=1C=NC(=CC1)F)C=1C2=CN(N=C2C=CC1)C 7-bromo-1-(6-fluoro-pyridin-3-yl)-2'-methyl-1H,2'H-3,4'-biindazole